COC=1C=C2C(=CNC2=CC1)C([2H])([2H])[C@H]1N(CCC1)C([2H])([2H])[2H] (S)-5-methoxy-3-((1-(methyl-d3)pyrrolidin-2-yl)methyl-d2)-1H-indole